CNCCCCCCCCCCCCCCCCCCCCNC dimethyleicosylenediamine